FC1=C(C(=O)Cl)C=CC(=C1F)OC 2,3-difluoro-4-methoxybenzoyl chloride